C12(CC3CC(CC(C1)C3)C2)NC(COC2=CC=C(C(=O)C3=C(N=C(S3)N(C3=CC=C(C=C3)F)C(C(=O)N)C)N)C=C2)=O 2-(N-[5-[4-[2-(1-Adamantylamino)-2-oxoethoxy]benzoyl]-4-aminothiazol-2-yl]-4-fluoroanilino)propanamid